C(C)(=O)OCCCCCCC(C)C ISONONYL ACETATE